5-{2-amino-[1,2,4]triazolo[1,5-a]pyridin-7-yl}-N-{[(1S,2S)-2-[(4-bromo-2-fluorophenoxy)methyl]cyclopropyl]methyl}-2-ethoxypyridine-3-carboxamide NC1=NN2C(C=C(C=C2)C=2C=C(C(=NC2)OCC)C(=O)NC[C@@H]2[C@H](C2)COC2=C(C=C(C=C2)Br)F)=N1